(R)-5-(((tert-butyldimethylsilyl)oxy)methyl)pyrrolidin-2-one [Si](C)(C)(C(C)(C)C)OC[C@H]1CCC(N1)=O